1-((3R,5S)-1-propenoyl-5-methylpyrrolidin-3-yl)-4-amino-N-(4-(2-(dimethylamino)-2-oxoethyl)-2,3-dimethylphenyl)-1H-pyrazolo[3,4-d]pyrimidine-3-carboxamide C(C=C)(=O)N1C[C@@H](C[C@@H]1C)N1N=C(C=2C1=NC=NC2N)C(=O)NC2=C(C(=C(C=C2)CC(=O)N(C)C)C)C